1-Ethyl-3-butylpyridinium chlorid [Cl-].C(C)[N+]1=CC(=CC=C1)CCCC